COC(=O)C1CCC1 Cyclobutanecarboxylic acid methyl ester